N(C(=O)C)C1=CC=C(C=C1)OCC1CO1 glycidyl 4-acetaminophenyl ether